ClC1=C(C(=CC=C1)F)N1C(C2=CC(=C(C=C2C(=C1)C(=C)C)N1N=C(N(C1=O)CC)CO)F)=O 2-(2-Chloro-6-fluorophenyl)-6-(4-ethyl-3-(hydroxymethyl)-5-oxo-4,5-dihydro-1H-1,2,4-triazol-1-yl)-7-fluoro-4-(prop-1-en-2-yl)isoquinolin-1(2H)-one